C1(=CC=CC=C1)C1CC=NN1C(=O)C1CCN(CC12CC2)C2=CC(=NC=N2)C#N 6-(8-(5-phenyl-4,5-dihydro-1H-pyrazole-1-carbonyl)-5-azaspiro[2.5]oct-5-yl)pyrimidine-4-carbonitrile